9,10-di-α-naphthylanthracene C1(=CC=CC2=CC=CC=C12)C=1C2=CC=CC=C2C(=C2C=CC=CC12)C1=CC=CC2=CC=CC=C12